N-(4-fluoro-3-methylphenyl)-4-isopropyl-1,2-dimethyl-5-(2-(((1s,4s)-4-(methylsulfonyl)cyclohexyl)amino)-2-oxoacetyl)-1H-pyrrole-3-carboxamide FC1=C(C=C(C=C1)NC(=O)C1=C(N(C(=C1C(C)C)C(C(=O)NC1CCC(CC1)S(=O)(=O)C)=O)C)C)C